(3S)-5-chloro-7-({2,4-difluoro-3-[2-(piperidin-4-ylamino) quinazolin-6-yl] phenyl} sulfamoyl)-2,3-dihydro-1-benzofuran-3-yl acetate C(C)(=O)O[C@@H]1COC2=C1C=C(C=C2S(NC2=C(C(=C(C=C2)F)C=2C=C1C=NC(=NC1=CC2)NC2CCNCC2)F)(=O)=O)Cl